C(C)(C)(C)OC(=O)N(CC(=O)N1CC2=C(CC1)SC(=C2)C(=O)OCC)C2C(C2)C2=CC=C(C=C2)F Ethyl 5-(N-(tert-butoxycarbonyl)-N-(2-(4-fluorophenyl)cyclopropyl)glycyl)-4,5,6,7-tetrahydrothieno[3,2-c]pyridine-2-carboxylate